[B].[B].C1=CC=C(C=C1)C1=CC=CC=C1 4,4'-biphenyl diboron